C(C1=CC=CC=C1)N1CCC2(CC1)C(C1=CC=C(C=C1C2)Cl)=O benzyl-5-chlorospiro[indene-2,4'-piperidin]-1(3H)-one